9,9'-(5-(4,6-diphenyl-1,3,5-triazin-2-yl)-1,3-phenylene)bis(3-(o-tolyl)-9H-carbazole) C1(=CC=CC=C1)C1=NC(=NC(=N1)C1=CC=CC=C1)C=1C=C(C=C(C1)N1C2=CC=CC=C2C=2C=C(C=CC12)C1=C(C=CC=C1)C)N1C2=CC=CC=C2C=2C=C(C=CC12)C1=C(C=CC=C1)C